FC(C(F)(F)F)(O[Si](OC(C(F)(F)F)(F)F)(OC(C(F)(F)F)(F)F)C(C(C(N(F)F)(F)F)(F)F)(F)F)S(=O)(=O)C(C(C(C(C(C(C(C(F)(F)F)(F)F)(F)F)(F)F)(F)F)(F)F)(F)F)(F)F perfluorooctanesulfonyl-aminopropyl-triethoxysilane